ClC=1C2=C(N=CN1)C=CC(=N2)Cl 4,6-dichloropyrido[3,2-d]Pyrimidine